4-(2-iodo-6-methylphenyl)cyclohexan-1-one IC1=C(C(=CC=C1)C)C1CCC(CC1)=O